(S)-(5-chloro-2-pyridinyl)-cyclobutylmethanamine ClC=1C=CC(=NC1)[C@@H](N)C1CCC1